tert-butyl 5-bromo-3-oxo-1-{[2-(trimethylsilyl)ethoxy]methyl}-2,3-dihydro-1H-isoindole-2-carboxylate BrC=1C=C2C(N(C(C2=CC1)COCC[Si](C)(C)C)C(=O)OC(C)(C)C)=O